3-(3-(4-(Chloromethyl)phenyl)-5-(6-methylpyridin-2-yl)-3H-imidazo[4,5-b]pyridin-2-yl)pyridin-2-amine ClCC1=CC=C(C=C1)N1C(=NC=2C1=NC(=CC2)C2=NC(=CC=C2)C)C=2C(=NC=CC2)N